tert-butyl 6-chloro-3-[3-(naphthalen-1-yloxy)propyl]-1-(2-{octahydropyrrolo[3,4-c]pyrrol-2-yl}ethyl)-7-(1,3,5-trimethyl-1H-pyrazol-4-yl)-1H-indole-2-carboxylate hydrochloride Cl.ClC1=CC=C2C(=C(N(C2=C1C=1C(=NN(C1C)C)C)CCN1CC2CNCC2C1)C(=O)OC(C)(C)C)CCCOC1=CC=CC2=CC=CC=C12